C1(=CC=CC=C1)N(C1=CC=CC=C1)C1=C(C=CC=C1)B(O)O 2-(N,N-diphenylamino)phenylboronic acid